methyl 5-((2-((2,4-dimethoxybenzyl)amino)-3-fluoropyridin-4-yl)methyl)-3,4-difluoro-2-((2-fluoro-4-methylphenyl)amino)benzoate COC1=C(CNC2=NC=CC(=C2F)CC=2C(=C(C(=C(C(=O)OC)C2)NC2=C(C=C(C=C2)C)F)F)F)C=CC(=C1)OC